ClC1=CC=C(C=C1)C=1C(N=CNC1C1=CC=CC=C1)(S(=O)(=O)C1=CC=C(C)C=C1)C1=CC=CC=C1 5-(4-chlorophenyl)-4,6-diphenyl-4-tosyl-1,4-dihydropyrimidine